(2S)-2-[[4-[(E)-3-(4-Chlorophenyl)prop-2-enoyl]phenyl]sulfonylamino]propanoic acid ClC1=CC=C(C=C1)/C=C/C(=O)C1=CC=C(C=C1)S(=O)(=O)N[C@H](C(=O)O)C